Cl.O1CCC(CC1)NC(=N)N 1-(tetrahydro-2H-pyran-4-yl)guanidine hydrochloride